N1(CCCC1)C(CCC1=CC=C(OC=2SC3=C(N2)C=CC=C3)C=C1)CC 2-{4-[3-(pyrrolidin-1-yl)pentyl]phenoxy}-1,3-benzothiazole